2-methyl-2-tert-butyldimethylsiloxycarbonyl-6-methyldiethoxysilylnorbornane CC1(C2C(CC(C1)C2)[Si](OCC)(OCC)C)C(=O)O[Si](C)(C)C(C)(C)C